Bis-(TMS)-acetylen [Si](C)(C)(C)C#C[Si](C)(C)C